(E)-4-ethoxy-1-(4-((3-methyl-4-((6-methylpyridin-3-yl)oxy)phenyl)amino)-5,8-dihydropyrido[4',3':4,5]thieno[2,3-d]pyrimidin-7(6H)-yl)but-2-en-1-one C(C)OC/C=C/C(=O)N1CC2=C(C3=C(N=CN=C3NC3=CC(=C(C=C3)OC=3C=NC(=CC3)C)C)S2)CC1